OC(CS(=O)(=O)O)C 2-hydroxy-propanesulfonic acid